C1=CC=C(C=C1)NC2=CC=CC(=C2)N N-Phenylbenzene-1,3-diamine